(dodecyl)-tetra(4-chlorophenyl)ammonium borate B([O-])([O-])[O-].C(CCCCCCCCCCC)C1=C(C=CC(=C1)Cl)[N+](C1=CC=C(C=C1)Cl)(C1=CC=C(C=C1)Cl)C1=CC=C(C=C1)Cl.C(CCCCCCCCCCC)C1=C(C=CC(=C1)Cl)[N+](C1=CC=C(C=C1)Cl)(C1=CC=C(C=C1)Cl)C1=CC=C(C=C1)Cl.C(CCCCCCCCCCC)C1=C(C=CC(=C1)Cl)[N+](C1=CC=C(C=C1)Cl)(C1=CC=C(C=C1)Cl)C1=CC=C(C=C1)Cl